CN(C(OC(C)(C)C)=O)CC(C)C=1OC(=NN1)C1=C(C=CC=C1)NC1=CC=C(C=C1)C(F)(F)F Tert-Butyl Methyl(2-(5-(2-((4-(trifluoromethyl)phenyl)amino)phenyl)-1,3,4-oxadiazol-2-yl)propyl)carbamate